COC1=CC=C(C=C1)CO 4-methoxy-benzenemethanol